OC=1C(C=CC=C(C1)C1=C(C=NC=C1)C)=O 2-hydroxy-4-(3-methylpyridin-4-yl)cyclohepta-2,4,6-trien-1-one